FC1(CC(CN(C1)C)C1=NC(=NO1)C=1C(=CC2=C(N(C([C@H](CS2(=O)=O)NC(OC(C)(C)C)=O)=O)CC2=CC=C(C=C2)OC(C)C)C1)F)F tert-butyl N-[(3R)-7-[5-(5,5-difluoro-1-methyl-3-piperidyl)-1,2,4-oxadiazol-3-yl]-8-fluoro-5-[(4-isopropoxyphenyl)methyl]-1,1,4-trioxo-2,3-dihydro-1λ6,5-benzothiazepin-3-yl]carbamate